FC(C(C#N)(C)C)(C1=CC(=CC=C1)[C@@H](C)NC=1C=2C(N=C(N1)C)=CC(N(C2)C2(CC2)CF)=O)F (R)-3,3-difluoro-3-(3-(1-((6-(1-(fluoromethyl)cyclopropyl)-2-methyl-7-oxo-6,7-dihydropyrido[4,3-d]pyrimidin-4-yl)amino)ethyl)phenyl)-2,2-dimethylpropanenitrile